6-([1,1'-biphenyl]-4-yloxy)-5-nitro-2,3-dihydro-1H-inden-1-ol C1(=CC=C(C=C1)OC1=C(C=C2CCC(C2=C1)O)[N+](=O)[O-])C1=CC=CC=C1